Trans-dimethylsilylidene[2-methyl-4-(3,5-dimethylphenyl)-5-methoxy-6-tert-butylinden-1-yl][2-methyl-4-(4-tert-butylphenyl)-1,5,6,7-tetrahydro-s-indacen-1-yl]zirconium dichloride [Cl-].[Cl-].C[Si](C)=[Zr+2](C1C(=CC2=C(C=3CCCC3C=C12)C1=CC=C(C=C1)C(C)(C)C)C)C1C(=CC2=C(C(=C(C=C12)C(C)(C)C)OC)C1=CC(=CC(=C1)C)C)C